3-(N-(2,4-dimethylphenyl)sulfamoyl)-N-(pyridin-3-yl)benzamide CC1=C(C=CC(=C1)C)NS(=O)(=O)C=1C=C(C(=O)NC=2C=NC=CC2)C=CC1